FC=1C=C(C2=C(CNS(O2)(=O)=O)C1)C1=CC=C(C=C1)C1=CC=CC2=CC=CC=C12 6-fluoro-8-(4-(naphthalen-1-yl)phenyl)-3,4-dihydrobenzo[e][1,2,3]oxathiazine 2,2-dioxide